CP(=O)O.CP(=O)O.C methane di(methyl-hypophosphite) salt